[(benzyloxy)methyl]oxolan-2-one C(C1=CC=CC=C1)OCC1C(OCC1)=O